ClC=1C(=CC(=C(C(=O)NS(=O)(=O)N2CCC(CC2)OC)C1)F)OCC1CCCC1 5-chloro-4-(cyclopentylmethoxy)-2-fluoro-N-((4-methoxypiperidin-1-yl)sulfonyl)benzamide